7-(4-fluoro-3-nitrophenyl)-8,9,10,11-tetrahydro-3H-pyrazolo[4,3-a]phenanthridine FC1=C(C=C(C=C1)C1=NC2=CC=C3C(=C2C=2CCCCC12)C=NN3)[N+](=O)[O-]